COC1=C(C=C2CNC(C2=C1)=O)C1=CC(=NC=C1C(=O)NC=1SC=2C(=NC=C(C2)C2=CC(=NC=C2)C)N1)C 4-(6-Methoxy-1-oxoisoindolin-5-yl)-6-methyl-N-(6-(2-methylpyridin-4-yl)thiazolo[4,5-b]pyridin-2-yl)nicotinamide